4-(4-fluoro-2-methyl-1H-indol-5-yl)oxy-6-methoxyquinoline FC1=C2C=C(NC2=CC=C1OC1=CC=NC2=CC=C(C=C12)OC)C